tert-butyl 5-(2-phenylacetamido)indoline-1-carboxylate C1(=CC=CC=C1)CC(=O)NC=1C=C2CCN(C2=CC1)C(=O)OC(C)(C)C